(2-amino-4,6-dichloro-pyrimidin-5-yl)methanol NC1=NC(=C(C(=N1)Cl)CO)Cl